FC=1C(=C(C=CC1OC(F)(F)F)C1(CC1)C(=O)O)OC 1-(3-fluoro-2-methoxy-4-(trifluoromethoxy)phenyl)cyclopropane-1-carboxylic acid